5-oxo-5,7-dihydrospiro[cyclopenta[b]pyridine-6,4'-piperidine]-1'-carboxylic acid O=C1C=2C(=NC=CC2)CC12CCN(CC2)C(=O)O